3-(((4-(2-((6-(6-hydroxypyridazin-4-yl)-1H-indazol-4-yl)oxy)ethoxy)butyl)amino)methyl)-5-(trifluoromethoxy)benzamide OC1=CC(=CN=N1)C1=CC(=C2C=NNC2=C1)OCCOCCCCNCC=1C=C(C(=O)N)C=C(C1)OC(F)(F)F